ethyl 2-(3-{2-[(2,3-dihydro-1H-inden-2-yl)amino]pyrimidin-5-yl}-1,2,4-oxadiazol-5-yl)acetate C1C(CC2=CC=CC=C12)NC1=NC=C(C=N1)C1=NOC(=N1)CC(=O)OCC